6-Fluoro-2,4,8,10-tetra-tert-butyl-12-methyldibenzo[d,g]-1,3,2-dioxaphosphocin FP1OC2=C(C(C3=C(O1)C(=CC(=C3)C(C)(C)C)C(C)(C)C)C)C=C(C=C2C(C)(C)C)C(C)(C)C